l-2-(1-cyano-2-ethyl-3-phenyl-cyclopropyl)pyridine-3-carbonitrile C(#N)C1(C(C1C1=CC=CC=C1)CC)C1=NC=CC=C1C#N